(1-(1-(4-methoxyphenyl)piperidin-4-yl)ethyl)carbamoyl azide COC1=CC=C(C=C1)N1CCC(CC1)C(C)NC(=O)N=[N+]=[N-]